C1(CC1)N1CCN(CC1)C(=O)NC1=CNC2=CC=CC=C12 4-cyclopropyl-N-(1H-indol-3-yl)piperazine-1-carboxamide